FC1([C@](C1)(CN1C[C@@H](CC1)F)COC=1N=CC2=C(N1)C(=C(N=C2N2[C@H](CC2)C)C2=CC(=CC1=CC=C(C(=C21)C#C)F)O)F)F 4-(2-(((R)-2,2-difluoro-1-(((R)-3-fluoropyrrolidin-1-yl)methyl)cyclopropyl)methoxy)-8-fluoro-5-((S)-2-methylazetidin-1-yl)pyrido[4,3-d]pyrimidin-7-yl)-5-ethynyl-6-fluoronaphthalen-2-ol